2-amino-7-cyclopentyl-4-((4-hydroxybutyl)amino)-7H-pyrrolo[2,3-d]pyrimidine-6-carboxylic acid benzyl ester C(C1=CC=CC=C1)OC(=O)C1=CC2=C(N=C(N=C2NCCCCO)N)N1C1CCCC1